tert-butyl (2R,4R)-4-((6-((1-(tert-butyl)-5-methyl-1H-pyrazol-3-yl)amino)-4-ethyl-3-fluoropyridin-2-yl)methyl)-1-(3-chloro-2-fluorobenzyl)-2-methylpiperidine-4-carboxylate C(C)(C)(C)N1N=C(C=C1C)NC1=CC(=C(C(=N1)C[C@@]1(C[C@H](N(CC1)CC1=C(C(=CC=C1)Cl)F)C)C(=O)OC(C)(C)C)F)CC